C(C)(C)(C)C=1C=C(CC=2C(=C(C(=C(C2C)CC2=CC(=C(C(=C2)C(C)(C)C)O)C(C)(C)C)C)CC2=CC(=C(C(=C2)C(C)(C)C)O)C(C)(C)C)C)C=C(C1O)C(C)(C)C tris(3,5-di-tert-butyl-4-hydroxybenzyl)-2,4,6-trimethylbenzene